NC1=CC=C(C(=C1C(=O)N(C)C)F)C=1C(=C2C(=NC1)NC[C@@]21[C@H](C1)CCC)Cl 6-Amino-3-((1S,2S)-4'-chloro-2-propyl-1',2'-dihydrospiro[cyclopropane-1,3'-pyrrolo[2,3-b]pyridin]-5'-yl)-2-fluoro-N,N-dimethylbenzamide